FC1=CC=C(C=C1)N1N=CC2=CC(=C(C=C12)C)C1(CN(CC1)S(=O)(=O)C=1C=NN(C1)C)CB1OC(C(O1)(C)C)(C)C 1-(4-fluorophenyl)-6-methyl-5-(1-((1-methyl-1H-pyrazol-4-yl)sulfonyl)-3-((4,4,5,5-tetramethyl-1,3,2-dioxaborolan-2-yl)methyl)pyrrolidin-3-yl)-1H-indazole